ClC=1C=C(C=C(C1OC1=CN(C(C=C1)=O)CC1=CC(=CC=C1)C(F)(F)F)Cl)N1N=C(C(NC1=O)=O)C#N 2-[3,5-dichloro-4-[[6-oxo-1-[3-(trifluoromethyl)benzyl]-1,6-dihydropyridin-3-yl]oxy]phenyl]-3,5-dioxo-1,2,4-triazine-6-carbonitrile